C1(=CC=CC=C1)S(=O)(=O)O.C1(=CC=CC=C1)S(=O)(=O)O.C(C1=CC=CC=C1)(=O)N benzamide bisbenzenesulfonate